(1R-trans)-N-[[2-(2,3-dihydro-4-benzofuranyl)cyclopropyl]methyl]acrylamide O1CCC2=C1C=CC=C2[C@H]2[C@@H](C2)CNC(C=C)=O